5,8,11,14-tetraoxa-2-aza-heptadecanedioic acid 1-(9H-fluoren-9-ylmethyl) ester C1=CC=CC=2C3=CC=CC=C3C(C12)COC(NCCOCCOCCOCCOCCC(=O)O)=O